C1(=CC=CC=C1)C(C)N1CCC(CC1)CN1N=CC=C(C1=O)C1=CC=CC=C1 2-((1-Phenylethylpiperidin-4-yl)methyl)-4-phenylpyridazin-3(2H)-one